7-((1H-imidazol-1-yl)methyl)-2-(6-ethoxy-7-methoxyquinazolin-4-yl)-5-(1-methyl-3-(trifluoromethyl)-1H-pyrazol-4-yl)-3,4-dihydroisoquinolin N1(C=NC=C1)CC1=CC(=C2CCN(CC2=C1)C1=NC=NC2=CC(=C(C=C12)OCC)OC)C=1C(=NN(C1)C)C(F)(F)F